N-((1-(1H-indol-6-yl)-1,2,3,4-tetrahydroquinolin-3-yl)methyl)acrylamide N1C=CC2=CC=C(C=C12)N1CC(CC2=CC=CC=C12)CNC(C=C)=O